OP(O)(=O)OP(=O)(O)O.C1(CC1)C=1N=NN(C1)[C@H](C(=O)N1[C@@H](C[C@H](C1)O)C(=O)NCC1=C(N=C2N1CCCC2)C)C(C)(C)C (2S,4r)-1-[(2S)-2-(4-cyclopropyl-triazol-1-yl)-3,3-dimethyl-butyryl]-4-hydroxy-N-[(2-methyl-5,6,7,8-tetrahydroimidazo[1,2-a]pyridin-3-yl)methyl]pyrrolidine-2-carboxamide pyrophosphate